{6-[(1R,2S,3S,5S)-3-amino-2-fluoro-8-azabicyclo[3.2.1]octan-8-yl]-3-(4-chloro-2,3-dimeth-yl-2H-indazol-5-yl)-1H-pyrazolo[3,4-b]pyrazin-5-yl}methanol N[C@@H]1[C@@H]([C@H]2CC[C@@H](C1)N2C2=C(N=C1C(=N2)NN=C1C1=C(C2=C(N(N=C2C=C1)C)C)Cl)CO)F